2-(2-methylprop-2-enoyl)-8-(pyridin-2-yl)-1H,2H,3H-benzo[e]isoindol-3-one CC(C(=O)N1C(C=2C=CC3=C(C2C1)C=C(C=C3)C3=NC=CC=C3)=O)=C